3-(3-(2-(1H-imidazol-1-yl)ethyl)phenyl)-6-fluoro-3,4-dihydroquinazolin N1(C=NC=C1)CCC=1C=C(C=CC1)N1C=NC2=CC=C(C=C2C1)F